NC1=C(C=C(C=N1)C=1C=C(C=CC1)NS(=O)(=O)CCN(CC)CC)OCC1=C(C(=CC=C1F)F)Cl 2-diethylamino-ethanesulfonic acid {3-[6-amino-5-(2-chloro-3,6-difluoro-benzyloxy)-pyridin-3-yl]-phenyl}-amide